C(C)OC=1C=C(C=NC1)C=1C(=CC(=C(C1)NC(=O)C1=CNC(C=C1C(F)(F)F)=O)N1C[C@H](N([C@H](C1)C)C)C)F |r| N-[5-(5-ethoxypyridin-3-yl)-4-fluoro-2-[rac-(3R,5S)-3,4,5-trimethylpiperazin-1-yl]phenyl]-6-oxo-4-(trifluoromethyl)-1H-pyridine-3-carboxamide